NC1=NC=C(C=C1C=1C=C2CCNC(C2=CC1)=O)C1=C(C=C(C=C1)N1C[C@H](OCC1)C(C)C)F (R)-6-(2-amino-5-(2-fluoro-4-(2-isopropylmorpholino)phenyl)pyridin-3-yl)-3,4-dihydroisoquinolin-1(2H)-one